[Pt].C1(=CC=CC=C1)P(C1=CC=CC=C1)C1=CC=CC=C1 (triphenylphosphine) platinum (0)